BrC1=CC=C2C(=N1)C=C(N2)C(=O)N(C)[C@H]2COCC=1NC(C=3C=C(C(=CC3C12)F)F)=O (R)-5-bromo-N-(8,9-difluoro-6-oxo-1,4,5,6-tetrahydro-2H-pyrano[3,4-c]isoquinolin-1-yl)-N-methyl-1H-pyrrolo[3,2-b]pyridine-2-carboxamide